1,1,2-Trifluoro-2-Iodoethane FC(C(I)F)F